[Si](C)(C)(C(C)(C)C)OCC1=CC=C(CN2C3=C(C(=CC2=O)C2=CC=CC=C2)SC(=C3)C3=CC=C(C=C3)N(CC)CC)C=C1 4-(4-(((tert-butyldimethylsilyl)oxy)methyl)benzyl)-2-(4-(diethylamino)phenyl)-7-phenylthieno[3,2-b]pyridine-5(4H)-one